N-benzyl-amide C(C1=CC=CC=C1)[NH-]